C1(CC1)[C@@H]1CC2=NC(=C(C(=C2CO1)C=1C(=CC=C2C=NN(C12)C)C)C#N)N1CC2(CN(C2)C(C=C)=O)CC1 (P)-(7S)-7-cyclopropyl-4-(1,6-dimethyl-1H-indazol-7-yl)-2-(2-(2-propenoyl)-2,6-diazaspiro[3.4]octan-6-yl)-7,8-dihydro-5H-pyrano[4,3-b]pyridine-3-carbonitrile